(1R,2R)-2-Fluoro-N-(4-(6-(1-hydroxypropyl-1-d)-4-methylpyridin-3-yl)-[1,2,4]triazolo[1,5-a][1,6]naphthyridin-8-yl)cyclopropane-1-carboxamide F[C@H]1[C@H](C1)C(=O)NC1=NC=C2C=C(C=3N(C2=C1)N=CN3)C=3C=NC(=CC3C)C(CC)([2H])O